B(O)(O)OB(O)O.OCC(CO)(CO)CO pentaerythritol diborate